tert-butyl (1S)-1-((tert-butylsulfinyl)amino)-6-cyano-1,3-dihydrospiro[indene-2,4'-piperidine]-1'-carboxylate C(C)(C)(C)S(=O)N[C@@H]1C2=CC(=CC=C2CC12CCN(CC2)C(=O)OC(C)(C)C)C#N